4-(4-isobutoxybenzyl)-6-(1-methylpiperidin-4-yl)-4,6-diazaspiro[2.4]heptane-5-one C(C(C)C)OC1=CC=C(CN2C3(CC3)CN(C2=O)C2CCN(CC2)C)C=C1